C(C)(C)(C)OC1=NC=CC(=C1)CNC(=O)C1(CN(C(C1)=O)C1=CC(=CC(=C1)F)F)C N-[(2-tert-butoxypyridin-4-yl)methyl]-1-(3,5-difluorophenyl)-3-methyl-5-oxopyrrolidine-3-carboxamid